(R)-3-(5-chloro-2-methylphenyl)-5-(3,3-dimethylpyrrolidin-1-yl)-N-methylpentan-1-amine ClC=1C=CC(=C(C1)[C@H](CCNC)CCN1CC(CC1)(C)C)C